4-hydroxy-3-(trifluoromethyl)phenylmethanone OC1=C(C=C(C=C1)C=O)C(F)(F)F